FC(CN1C(=CC2=C(C=CC=C12)NC1CCN(CC1)CC(COC)O)I)F 1-(4-((1-(2,2-difluoroethyl)-2-iodo-1H-indol-4-yl)amino)piperidin-1-yl)-3-methoxypropan-2-ol